CN1N=CC(=C1)C1=C(N(C=C1)S(=O)(=O)NC(OC(C)(C)C)=O)C1=NN=NN1COCC[Si](C)(C)C tert-Butyl N-{[3-(1-methyl-1H-pyrazol-4-yl)-2-(1-{[2-(trimethylsilyl)ethoxy]methyl}-1H-tetrazol-5-yl)-1H-pyrrol-1-yl]sulfonyl}carbamate